CC=1N=CNC1C=O 4-methyl-5-imidazolecarbaldehyde